3-[4-[(2-Aminoacetyl)amino]phenyl]-1-sulfamoyl-pyrrole-2-carboxylic acid hydrochloride Cl.NCC(=O)NC1=CC=C(C=C1)C1=C(N(C=C1)S(N)(=O)=O)C(=O)O